CN1C(C(C2=CC=CC=C12)=O)(C(=O)OC)C1C(CCCC1)=C Methyl 1-methyl-2-(2-methylenecyclohexyl)-3-oxoindoline-2-carboxylate